C(C(=C)C)(=O)O.C(C(=C)C)(=O)O.C(C(=C)C)(=O)O.C(C(=C)C)(=O)O.C=12C(=CC=C3C4=CC=CC=C4CC13)C1C(COCC3C2O3)O1 fluorenediglycidyl ether tetramethacrylate